ClCC\C=C/CCCCCCCCCCCC(OC)OC (3Z)-1-chloro-16,16-dimethoxy-3-hexadecene